3,4,3',4'-biphenyltetracarboxylic acid C1(=CC(=C(C=C1)C(=O)O)C(=O)O)C1=CC(=C(C=C1)C(=O)O)C(=O)O